1-((3S,5R)-1-acryloyl-5-(methoxymethyl)pyrrolidin-3-yl)-3-((2-methyl-2H-indazol-5-yl)ethynyl)-5-(methylamino)-1H-pyrazole-4-carboxamide C(C=C)(=O)N1C[C@H](C[C@@H]1COC)N1N=C(C(=C1NC)C(=O)N)C#CC1=CC2=CN(N=C2C=C1)C